N1C=CC2=CC=CC=C12.[Ga] gallium indole